2-Chloro-6-fluorobenzaldehyde-O-(1-methyl-1H-imidazole-5-carbonyl) oxime CN1C=NC=C1C(=O)ON=CC1=C(C=CC=C1F)Cl